FC([C@@H](C1=CC=C(C=C1)F)NS(=O)(=O)C=1C=C2C(=NC1)N(C=N2)C(=O)OC(C)(C)C)(F)F tert-butyl (R)-6-(N-(2,2,2-trifluoro-1-(4-fluorophenyl)ethyl)sulfamoyl)-3H-imidazo[4,5-b]pyridine-3-carboxylate